ClC1=NC(=CC(=C1)N1[C@H](COCC1)C)S(=O)(=O)C (S)-4-(2-chloro-6-(methylsulfonyl)pyridin-4-yl)-3-methyl-morpholine